[Zn].NC(=N)N.NC(=N)N bisguanidine zinc